ClC(=O)C=1C(=C(C(=O)OCC)C=CC1)OC ethyl 3-(chloroformyl)-2-methoxybenzoate